2-(3-(1-((1S,2S,5R)-3-Azabicyclo[3.1.0]hexane-2-carbonyl)-piperidine-4-carbonyl)-2-methyl-1H-pyrrolo[2,3-c]pyridin-1-yl)-5-fluoro-N-isopropyl-N-(2,2,2-trifluoroethyl)benzamide [C@H]12[C@H](NC[C@@H]2C1)C(=O)N1CCC(CC1)C(=O)C1=C(N(C2=CN=CC=C21)C2=C(C(=O)N(CC(F)(F)F)C(C)C)C=C(C=C2)F)C